5-((((3S,5S)-5-(((tert-butyldiphenylsilyl)oxy)methyl)-3-methyl-2-oxopyrrolidin-3-yl)methyl)amino)-3-methyl-8-(4-(trifluoromethyl)phenyl)pyrido[4,3-d]pyrimidin-4(3H)-one [Si](C1=CC=CC=C1)(C1=CC=CC=C1)(C(C)(C)C)OC[C@@H]1C[C@@](C(N1)=O)(C)CNC1=NC=C(C=2N=CN(C(C21)=O)C)C2=CC=C(C=C2)C(F)(F)F